NC1=CC=C(C2=C1C(C=1C=CN=CC1C2=O)=O)NCCN 6-amino-9-[(2-aminoethyl)amino]-benzo[G]isoquinoline-5,10-dione